(4-(7-carbamoyl-benzo[d]imidazo[2,1-b]thiazol-2-yl)-3-fluorophenyl)pyrrolidine-1-carboxylic acid tert-butyl ester C(C)(C)(C)OC(=O)N1C(CCC1)C1=CC(=C(C=C1)C=1N=C2SC3=C(N2C1)C=CC(=C3)C(N)=O)F